(2,6-Dimethoxyphenyl)-5-(4-(1-isopropyl-4-(trifluoromethyl)-1H-imidazol-2-yl)benzyl)pyrrole COC1=C(C(=CC=C1)OC)C=1NC(=CC1)CC1=CC=C(C=C1)C=1N(C=C(N1)C(F)(F)F)C(C)C